O1[C@@H](C1)C(=O)[O-].[K+] potassium (S)-oxirane-2-carboxylate